NC=1C=C2C(=CN=C(C2=CN1)NC)C=1OC2=C(N1)C=C(C=C2)N(C(OC(C)(C)C)=O)C tert-butyl N-[2-[6-amino-1-(methylamino)-2,7-naphthyridin-4-yl]-1,3-benzoxazol-5-yl]-N-methyl-carbamate